tert-butyl (R or S)-6-(4-(difluoromethyl)-2-(3-(3-fluoro-4-methylphenyl)-3-(1,2,4-thiadiazol-5-yl)pyrrolidine-1-carboxamido)phenoxy)-2-azaspiro[3.3]heptane-2-carboxylate FC(C1=CC(=C(OC2CC3(CN(C3)C(=O)OC(C)(C)C)C2)C=C1)NC(=O)N1C[C@](CC1)(C1=NC=NS1)C1=CC(=C(C=C1)C)F)F |o1:28|